5-benzyl-2-(6-methyl-4-(trifluoromethyl)pyridin-2-yl)-4,5,6,7-tetrahydro-2H-pyrazolo[4,3-c]pyridin-3-ol C(C1=CC=CC=C1)N1CC=2C(CC1)=NN(C2O)C2=NC(=CC(=C2)C(F)(F)F)C